ClC=1N=C(SC1C=O)NC(OC(C)(C)C)=O tert-butyl N-(4-chloro-5-formyl-thiazol-2-yl)carbamate